FC=1C=C2CCC(NC2=CC1)=O 6-fluoro-3,4-dihydroquinolin-2(1H)-one